4',7-isoflavonediol O1C=C(C(=O)C2=CC=C(C=C12)O)C1=CC=C(C=C1)O